N(=[N+]=[N-])CC=1C=C(C=CC1)C(C)(C)O 2-(3-(azidomethyl)phenyl)propan-2-ol